CS(=O)(=O)NC1CCN(CC1)C[C@@H]1NC2=C(OC1)C=C(C=C2[N+](=O)[O-])S(=O)(=O)NC(C2=NC=CC=C2)=O N-(((S)-3-((4-(methylsulfonylamino)piperidin-1-yl)methyl)-5-nitro-3,4-dihydro-2H-benzo[b][1,4]oxazin-7-yl)sulfonyl)picolinamide